N[C@@H](C(=O)O)CNC(C1=CC(=CC(=C1)F)C1NCC(C1)(F)F)=O (2R)-2-amino-3-(3-(4,4-difluoropyrrolidin-2-yl)-5-fluorobenzamido)propanoic acid